N-(4-((3,5-bis(trifluoromethyl)benzyl)oxy)phenyl)-4-(3-methoxyphenethyl)piperazine-1-carboxamide FC(C=1C=C(COC2=CC=C(C=C2)NC(=O)N2CCN(CC2)CCC2=CC(=CC=C2)OC)C=C(C1)C(F)(F)F)(F)F